(4-bromofuran-3-yl)boric acid BrC=1C(=COC1)OB(O)O